4-(2-hydroxyethoxy)biphenyl 1-heptyloctyl-4-[(1-but-3-enyl-4-piperidyl)sulfanylcarbonyl-[4-(1-heptyloctoxy)-4-oxo-butyl]amino]butanoate C(CCCCCC)C(CCCCCCC)OC(CCCN(CCCC(=O)OC(CCCCCCC)CCCCCCC)C(=O)SC1CCN(CC1)CCC=C)=O.OCCOC1=CC=C(C=C1)C1=CC=CC=C1